OCCN1C[C@@H](CCC1)NC(OC(C)(C)C)=O tert-Butyl (R)-(1-(2-hydroxyethyl)piperidin-3-yl)carbamate